2-isopropyl-8-methyl-5-(5-methylfuran-2-yl)-7H-pyrrolo[3,2-e][1,2,4]triazolo[1,5-c]pyrimidine C(C)(C)C1=NN2C(=NC3=C(C2=N1)C=C(N3)C)C=3OC(=CC3)C